(S)-1-methyl-N-(6-(5-(methyl-d3)-1,2,4-oxadiazol-3-yl)-2,3-dihydrobenzofuran-3-yl)-1H-pyrazole-5-carboxamide CN1N=CC=C1C(=O)N[C@@H]1COC2=C1C=CC(=C2)C2=NOC(=N2)C([2H])([2H])[2H]